C1(CC1)C(C)C1=CC=CC=2C(C(OC21)=O)(O)CC(=O)[O-] 7-(1-cyclopropylethyl)-3-hydroxy-2-oxo-2,3-dihydrobenzofuran-3-yl-acetate